N-((1H-indol-5-yl)methyl)-1-(5-(5-chloro-2-methoxypyridin-4-yl)-1H-pyrazole-3-carbonyl)piperidine-4-carboxamide N1C=CC2=CC(=CC=C12)CNC(=O)C1CCN(CC1)C(=O)C1=NNC(=C1)C1=CC(=NC=C1Cl)OC